1-Tert-butyl 4-[4-[3-[(4-methoxyphenyl)methyl]-2,4-dioxo-hexahydropyrimidin-1-yl]-8-isoquinolyl]piperazine-1-carboxylate COC1=CC=C(C=C1)CN1C(N(CCC1=O)C1=CN=CC2=C(C=CC=C12)N1CCN(CC1)C(=O)OC(C)(C)C)=O